ClC=1C(=NC=C(C1)C(F)(F)F)N1CC(C1)CNC(=O)C=1SC=CC1 N-((1-(3-chloro-5-(trifluoromethyl)pyridin-2-yl)azetidin-3-yl)methyl)thiophene-2-carboxamide